2-(2-methyl-1,3-benzoxazol-6-yl)-7-[(3R)-3-methylpiperazin-1-yl]-4H-pyrido[1,2-a]pyrimidin-4-one CC=1OC2=C(N1)C=CC(=C2)C=2N=C1N(C(C2)=O)C=C(C=C1)N1C[C@H](NCC1)C